NC1=NC=CC=C1C1=NC=2C(=NC=C(C2)C2=CC=CC=C2)N1C1=CC=C(C=C1)CO [4-[2-(2-amino-3-pyridyl)-6-phenyl-imidazo[4,5-b]pyridin-3-yl]phenyl]methanol